1-Benzyl-N-[rac-(6S)-4-methyl-5-oxo-2-[rac-(1R)-2,2-difluorocyclopropyl]-7,8-dihydro-6H-pyrazolo[1,5-a][1,3]diazepin-6-yl]-1,2,4-triazol-3-carboxamid C(C1=CC=CC=C1)N1N=C(N=C1)C(=O)N[C@@H]1C(N(C=2N(CC1)N=C(C2)[C@@H]2C(C2)(F)F)C)=O |r|